ClC1=C(C=CC=C1)C=1C=C2C=NC(=NC2=C(C1)OC)NCC1=CC=C(C=C1)OC 6-(2-chlorophenyl)-8-methoxy-N-(4-methoxybenzyl)quinazolin-2-amine